N-(3-((S)-2-((R)-fluoro(4-methyl-4H-1,2,4-triazol-3-yl)methyl)oxetan-2-yl)phenyl)-6-(trifluoromethyl)picolinamide F[C@@H]([C@@]1(OCC1)C=1C=C(C=CC1)NC(C1=NC(=CC=C1)C(F)(F)F)=O)C1=NN=CN1C